FC=1C=C(C=CC1F)N1C(N(CC[C@H]1C1=NC2=C(N1[C@@H]1CC[C@H](CC1)OC([2H])([2H])[2H])C=CC(=C2)C=2C(=NOC2C)C)C)=O (S)-3-(3,4-difluorophenyl)-4-(5-(3,5-dimethylisoxazol-4-yl)-1-((trans)-4-(methoxy-d3)cyclohexyl)-1H-benzo[d]imidazol-2-yl)-1-methyltetrahydropyrimidin-2(1H)-one